OC([C@@H](C)N1N=NC=2C=CC=3C=NC(=NC3C21)NC2=CC=C(C(=O)N1C[C@H](CC1)NC(OC(C)(C)C)=O)C=C2)(C)C tert-Butyl ((S)-1-(4-((1-((R)-3-hydroxy-3-methylbutan-2-yl)-1H-[1,2,3]triazolo[4,5-h]quinazolin-8-yl)amino)benzoyl)pyrrolidin-3-yl)carbamate